2-[4-(3-chloro-2-piperazin-1-yl-6-quinolinyl)thiazol-2-yl]ethanamine dihydrochloride Cl.Cl.ClC=1C(=NC2=CC=C(C=C2C1)C=1N=C(SC1)CCN)N1CCNCC1